(1S,3R,4S)-N-((R)-1-cyano-2-((R)-2-oxopiperidin-3-yl)ethyl)-5,5-difluoro-2-((S)-2-hydroxy-2-phenylacetyl)-2-azabicyclo[2.2.2]octane-3-carboxamide C(#N)[C@@H](C[C@@H]1C(NCCC1)=O)NC(=O)[C@@H]1N([C@@H]2CC([C@H]1CC2)(F)F)C([C@H](C2=CC=CC=C2)O)=O